cyclopropyl-N-[2-(4-{[(2R,6S)-2,6-dimethylmorpholin-4-yl]methyl}piperidin-1-yl)phenyl]-4-methyl-1,3-thiazole-5-sulfonamide C1(CC1)C=1SC(=C(N1)C)S(=O)(=O)NC1=C(C=CC=C1)N1CCC(CC1)CN1C[C@H](O[C@H](C1)C)C